ClC1=CC=C(C=C1)C=1C=NN(C1C1=C(C=CC=C1)C(F)(F)F)C1=CC=C(C(=O)NCCCN(C)C)C=C1 4-[4-(4-chlorophenyl)-5-[2-(trifluoromethyl)phenyl]pyrazol-1-yl]-N-[3-(dimethylamino)propyl]-benzamide